3-cyclopropyl-N6-(2-ethylbutyl)-N8-(pyridin-2-ylmethyl)-[1,2,4]triazolo[4,3-b]pyridazine-6,8-diamine C1(CC1)C1=NN=C2N1N=C(C=C2NCC2=NC=CC=C2)NCC(CC)CC